C(C)(C)(C1=CC=CC=C1)OOC(C)(C)C1=CC=CC=C1 di-α-cumyl peroxide